(3,6-diazabicyclo[3.1.1]heptan-6-yl)(7-(2,3-dichloro-6-hydroxyphenyl)imidazo[1,2-a]pyridin-2-yl)methanone C12CNCC(N1C(=O)C=1N=C3N(C=CC(=C3)C3=C(C(=CC=C3O)Cl)Cl)C1)C2